C(C)(CC)C1=NC=C2C=NC(=NN21)O 7-(sec-butyl)imidazo[4,3-f][1,2,4]triazin-2-ol